methyl (1R,2S,5S)-3-[(2S,3S)-2-(tert-butoxycarbonylamino)-3-methyl-pentanoyl]-6,6-dimethyl-3-azabicyclo[3.1.0]hexane-2-carboxylate HCl Cl.C(C)(C)(C)OC(=O)N[C@H](C(=O)N1[C@@H]([C@H]2C([C@H]2C1)(C)C)C(=O)OC)[C@H](CC)C